ClC1=C(C=CC=C1C1=CC=2N(C(C(=CN2)CN[C@H](CO)C(=O)OC)=O)C=C1)C1=C(C(=CC=C1)C1=NC(=C(C=C1)CNC[C@@H]1NC(CC1)=O)OC)Cl methyl ((8-(2,2'-dichloro-3'-(6-methoxy-5-(((((R)-5-oxopyrrolidin-2-yl)methyl)amino)methyl)pyridin-2-yl)-[1,1'-biphenyl]-3-yl)-4-oxo-4H-pyrido[1,2-a]pyrimidin-3-yl)methyl)-D-serinate